9,10-diphenylvinyl-anthracene C1(=CC=CC=C1)C=1C2=CC=CC=C2C(=C2C=CC=C(C12)C=C)C1=CC=CC=C1